C1(=CC=CC=C1)[C@@H](C)N[C@H]1[C@H](CN(CC1)C(=O)OC(C)(C)C)C(=O)OCC tert-butyl O3-ethyl (3S,4R)-4-[[(1R)-1-phenylethyl]amino]piperidine-1,3-dicarboxylate